ClC=1C(=CC(=NC1)N[C@@H]1CC[C@H](CC1)N[C@@H](COC)C)C=1N=C(SC1)NCC1CCOCC1 4-[[[4-[5-chloro-2-[[trans-4-[[(1R)-2-methoxy-1-methylethyl]amino]cyclohexyl]amino]-4-pyridyl]-2-thiazolyl]amino]methyl]-tetrahydro-2H-pyran